OC1=C(C(N2CCCC2=C1)=O)NC(N[C@@H](CC(=O)OCC)C=1C=C(C=C(C1)OC)C1=CC=CC=C1)=O ethyl (S)-3-(3-(7-hydroxy-5-oxo-1,2,3,5-tetrahydroindolizin-6-yl)ureido)-3-(5-methoxybiphenyl-3-yl)propanoate